(P)-2-[4-[4-(aminomethyl)-8-chloro-1-oxo-2H-phthalazin-6-yl]-2-methyl-pyrazol-3-yl]-3-fluoro-4-methyl-naphthalene-1-carbonitrile NCC1=NNC(C2=C(C=C(C=C12)C1=C(N(N=C1)C)C1=C(C2=CC=CC=C2C(=C1F)C)C#N)Cl)=O